N-(4-methoxybenzyl)cyclopropylamine COC1=CC=C(CNC2CC2)C=C1